BrC1=C2CC(C(C2=CC2=C1OCCO2)=O)C 9-Bromo-7-methyl-2,3,7,8-tetrahydro-6H-indeno[5,6-b][1,4]dioxin-6-one